4-amino-6-[(6-methoxy-1H-indazol-5-yl)amino]pyrimidine-5-methanoic acid NC1=NC=NC(=C1C(=O)O)NC=1C=C2C=NNC2=CC1OC